2-isocyanato-5-[(5-isocyanatofuran-2-yl)methyl]furan N(=C=O)C=1OC(=CC1)CC=1OC(=CC1)N=C=O